tert-butyl N-[3-[1-(2,6-dioxopiperidin-3-yl)-3-methyl-2-oxo-2,3-dihydro-1H-1,3-benzodiazol-5-yl]propyl]carbamate O=C1NC(CCC1N1C(N(C2=C1C=CC(=C2)CCCNC(OC(C)(C)C)=O)C)=O)=O